5-Bromo-6-chloro-N-[(4-methoxyphenyl)methyl]-N-methyl-pyridine-3-sulfonamide BrC=1C=C(C=NC1Cl)S(=O)(=O)N(C)CC1=CC=C(C=C1)OC